CC1(CC2=C(N(C=N2)C2=CC(=C(C#N)C=C2)F)C(O1)=O)C 4-{6,6-dimethyl-4-oxo-3H,4H,6H,7H-pyrano[3,4-d]imidazol-3-yl}-2-fluorobenzonitrile